The molecule is a sulfonamide that is benzenesulfonamide substituted by an acetylamino group at position 4 and a pyrimidin-2-yl group at the nitrogen atom. It is a metabolite of the drug sulfadiazine. It has a role as a marine xenobiotic metabolite. It is a sulfonamide, a member of acetamides and a member of pyrimidines. CC(=O)NC1=CC=C(C=C1)S(=O)(=O)NC2=NC=CC=N2